N1C=C(C=2C1=NC=CC2)C=2N=C(SC2)C=2C=C(C=CC2)[C@]2(CCC1=C2N=CS1)O (S)-4-(3-(4-(1H-pyrrolo[2,3-b]pyridin-3-yl)thiazol-2-yl)phenyl)-5,6-dihydro-4H-cyclopenta[d]thiazol-4-ol